3,4-dimethylcaproic acid CC(CC(=O)O)C(CC)C